COC=1C(=NC=CC1C1=NN(C=N1)C)NC1=C(N=NC(=C1)NC1=CC=CC=C1)C(=O)NC([2H])([2H])[2H] 4-{[3-Methoxy-4-(1-methyl-1H-1,2,4-triazol-3-yl)pyridin-2-yl]amino}-N-(2H3)methyl-6-(phenylamino)pyridazin-3-carboxamid